CC1=CC=C(C=C1C)CN1N=CC=C1 2,3-dimethyl-5-[(1H-pyrazol-1-yl)methyl]benzol